OCC(CO[SiH](OCC)OCC)CO bis(hydroxymethyl)(triethoxy)silane